[Mo]=O.[V].[Cu] copper-vanadium-molybdenum oxide